3-chloro-4-[(2,4-difluorobenzyl)oxy]-1-{[1-(methoxyacetyl)-2,3-dihydro-1H-indol-5-yl]methyl}-6-methylpyridin-2(1H)-one ClC=1C(N(C(=CC1OCC1=C(C=C(C=C1)F)F)C)CC=1C=C2CCN(C2=CC1)C(COC)=O)=O